(Z)-2-(2-benzoylhydrazono)propionic acid C(C1=CC=CC=C1)(=O)N\N=C(/C(=O)O)\C